dimethyl-4,4'-dihydroxybiphenyl CC=1C(=C(C=CC1O)C1=CC=C(C=C1)O)C